tetraethyleneglycol dimethacrylate C(C(=C)C)(=O)OCCOCCOCCOCCOC(C(=C)C)=O